CCCCC/C=C\\C/C=C\\C/C=C\\C/C=C\\CCCCCCC[C@H](CC(=O)SCCNC(=O)CCNC(=O)[C@@H](C(C)(C)COP(=O)([O-])OP(=O)([O-])OC[C@@H]1[C@H]([C@H]([C@@H](O1)N2C=NC3=C(N=CN=C32)N)O)OP(=O)([O-])[O-])O)O The molecule is a 3-hydroxy fatty acyl-CoA(4-) obtained by deprotonation of the phosphate and diphosphate OH groups of (3R,11Z,14Z,17Z,20Z)-3-hydroxyhexacosatetraenoyl-CoA; major species at pH 7.3. It is a (R)-3-hydroxyacyl-CoA(4-) and a 3-hydroxy fatty acyl-CoA(4-). It is a conjugate base of a (3R,11Z,14Z,17Z,20Z)-3-hydroxyhexacosatetraenoyl-CoA.